tributyl-(3-(2-butyloctyl)seleno-benzo[3,2-b]thiophen-5-yl)tin C(CCC)[Sn](C=1C=CC=2SC=C(C2C1)[Se]CC(CCCCCC)CCCC)(CCCC)CCCC